[Mg+2].ClC1=C(OCC(=O)[O-])C=CC(=C1)Cl.ClC1=C(OCC(=O)[O-])C=CC(=C1)Cl 2,4-dichlorophenoxyacetate magnesium